N-methyl-N-(6-(methyl(piperidin-4-yl)amino)pyridazin-3-yl)-4-(1H-pyrazol-4-yl)benzamide CN(C(C1=CC=C(C=C1)C=1C=NNC1)=O)C=1N=NC(=CC1)N(C1CCNCC1)C